ClC1=C2C(=CNC2=C(C=C1)N1CCC(CC1)C1=CC=C(C=C1)OCCCCN1CCN(CC1)C=1C=C2CN(C(C2=CC1)=O)C1C(NC(CC1)=O)=O)C#N 4-Chloro-7-{4-[4-(4-{4-[2-(2,6-dioxopiperidin-3-yl)-1-oxo-2,3-dihydro-1H-isoindol-5-yl]piperazin-1-yl}butoxy)phenyl]piperidin-1-yl}-1H-indole-3-carbonitrile